(tert-Butoxycarbonyl)-1-methyl-4,5,6,7-tetrahydro-1H-imidazo[4,5-c]pyridine-2-carboxylic acid C(C)(C)(C)OC(=O)C1NCCC2=C1N=C(N2C)C(=O)O